CC1CCC(CC1)[C@@H](C(NC=1C=NC=C(C1)CN1C(N[C@@H](C1)C(F)(F)F)=O)=O)NC(OC(C)(C)C)=O Tert-butyl ((S)-1-((1r,4S)-4-methylcyclohexyl)-2-oxo-2-((5-(((S)-2-oxo-4-(trifluoromethyl)imidazolidin-1-yl)methyl)pyridin-3-yl)amino)ethyl)carbamate